(2S,4R)-1-(2-(3-acetyl-7-methyl-5-(2-methylpyrazolo[1,5-a]pyrimidin-6-yl)-1H-indol-1-yl)acetyl)-4-fluoro-N-((S)-3-fluoro-4-methylpent-3-en-2-yl)pyrrolidine-2-carboxamide C(C)(=O)C1=CN(C2=C(C=C(C=C12)C=1C=NC=2N(C1)N=C(C2)C)C)CC(=O)N2[C@@H](C[C@H](C2)F)C(=O)N[C@@H](C)C(=C(C)C)F